NC=1C2=C(N=CN1)N(C(=C2C2=CC=C(C=C2)OC2=CC=CC=C2)C#CC2CCN(CC2)C(CNC)=O)C 1-(4-((4-amino-7-methyl-5-(4-phenoxyphenyl)-7H-pyrrolo[2,3-d]pyrimidin-6-yl)ethynyl)piperidin-1-yl)-2-(methylamino)ethanone